1,3-dimethyl-(dimethyl)-2-imidazolidinone CN1C(N(C(C1C)C)C)=O